OC1=NN(C=C1C1=CC=CC=C1)C(C)=O 1-(3-hydroxy-4-phenyl-1H-pyrazol-1-yl)ethanone